ClC1=CC=C(OC=2C=NNC2C2=CC=C(C=C2)S(=O)(=O)C)C=C1 4-(4-Chlorophenoxy)-5-(4-methylsulfonylphenyl)-1H-pyrazole